C(C)(C)(C)OC(=O)N1CC2(C1)CC(C2)C/C(=N/O)/N 6-[(2Z)-2-amino-2-hydroxyimino-ethyl]-2-azaspiro[3.3]heptane-2-carboxylic acid tert-butyl ester